(R)-6-chloro-3-((1-(2-(2-(2-methoxyphenyl)-2,6-dihydropyrrolo[3,4-c]pyrazol-5(4H)-yl)-3,6-dimethyl-4-oxo-3,4-dihydroquinazolin-8-yl)ethyl)amino)-N-(methylsulfonyl)picolinamide ClC1=CC=C(C(=N1)C(=O)NS(=O)(=O)C)N[C@H](C)C=1C=C(C=C2C(N(C(=NC12)N1CC2=NN(C=C2C1)C1=C(C=CC=C1)OC)C)=O)C